C1(CC1)NC(=O)C=1C=C(C(=C(C1)C1=NC=C(C(=O)NCC2=CC=C(C=C2)C(F)(F)F)C=C1)C)F 6-{5-[(cyclopropylamino)carbonyl]-3-fluoro-2-methylphenyl}-N-[4-(trifluoromethyl)benzyl]nicotinamide